COC(N(C)CCNC([C@@H](CC(=O)N)NC(CCCCCCCCCCCCC)=O)=O)=O.NC1=CC=C(C=C1)CC(C)=O 1-(4-aminophenyl)propan-2-one methyl-(R)-(2-(4-amino-4-oxo-2-tetradecanamidobutanamido)ethyl)(methyl)carbamate